OCCN1CCN(CC1)C(=O)OC(C)(C)C 4-(2-hydroxyethyl)-1-Boc-piperazine